COC(=O)N1C=NC2=C1C=C(C(=C2)C2=C(C=CC=C2)CCCC)C2=C(C=CC=C2)CCCC 5,6-bis(2-n-butylphenyl)-1H-benzimidazole-1-carboxylic acid methyl ester